CC(CC)S(=O)(=O)O 1-methyl-1-propane-sulfonic acid